N-(2-fluoro-4-methyl-5-(4,4,5,5-tetramethyl-1,3,2-dioxaborolan-2-yl)phenyl)-4-(trifluoromethyl)picolinamide FC1=C(C=C(C(=C1)C)B1OC(C(O1)(C)C)(C)C)NC(C1=NC=CC(=C1)C(F)(F)F)=O